The molecule is an amino disaccharide consisting of 2-acetamido-2-deoxy-beta-D-galactopyranose and 2-acetamido-2-deoxy-alpha-D-glucopyranose residues joined in sequence by a (1->4) glycosidic bond. It is an amino disaccharide and a member of acetamides. CC(=O)N[C@@H]1[C@H]([C@@H]([C@H](O[C@@H]1O)CO)O[C@H]2[C@@H]([C@H]([C@H]([C@H](O2)CO)O)O)NC(=O)C)O